C(C)OC(=O)C1C(C2=CC=CC(=C2C1)Cl)NC(=O)OC(C)(C)C 2-trans-4-chloro-1-[(2-methylpropan-2-yl)oxycarbonylamino]-2,3-dihydro-1H-indene-2-carboxylic acid ethyl ester